BrC=1C=CC(=NC1)N1CC(N(CC1)C(=O)OC(C)(C)C)=O tert-butyl 4-(5-bromo-2-pyridinyl)-2-oxo-piperazine-1-carboxylate